N1(N=CC=C1)C1=C(C(=O)O)C=CC=C1 2-pyrazol-1-ylbenzoic acid